ClC1=C(C=C(C=C1)NC(C1=CC=C(C=C1)C=O)=O)C(F)(F)F N-(4-chloro-3-(trifluoromethyl)phenyl)-4-formylbenzamide